N1=CN=C(C=C1)CNC(O)=O N-(pyrimidin-4-ylmethyl)carbamic acid